tert-butyl 2-(5-chloro-2-((2-(ethoxycarbonyl)-1H-pyrrol-3-ylamino)methyl)phenyl)piperidine-1-carboxylate ClC=1C=CC(=C(C1)C1N(CCCC1)C(=O)OC(C)(C)C)CNC1=C(NC=C1)C(=O)OCC